(4-chloro-3-(4-hydroxybenzyl)phenyl)(2,2-dimethyl-1,3-dioxan-4-yl)methane ClC1=C(C=C(C=C1)CC1OC(OCC1)(C)C)CC1=CC=C(C=C1)O